thioamidosulfonate NS(=S)(=O)[O-]